3-[[4-(2,6-Dimethylphenyl)-6-[(2R)-2-[(5-isopropyl-4-methyl-pyrrolo[2,3-d]thiazol-2-yl)methylamino]-4,4-dimethyl-pentoxy]pyrimidin-2-yl]sulfamoyl]benzoic acid CC1=C(C(=CC=C1)C)C1=NC(=NC(=C1)OC[C@@H](CC(C)(C)C)NCC=1SC2=C(N1)N(C(=C2)C(C)C)C)NS(=O)(=O)C=2C=C(C(=O)O)C=CC2